C(C1=CC=CC=C1)C=1N=C(SC1)C1=CN(C=2N=C(N=CC21)Cl)[C@H]2[C@@H]([C@@H]([C@H](C2)C2CN(CCC2)CC2CC2)O)O (1R,2S,3R,5R)-3-(5-(4-benzylthiazol-2-yl)-2-chloro-7H-pyrrolo[2,3-d]pyrimidin-7-yl)-5-(1-(cyclopropylmethyl)piperidin-3-yl)cyclopentane-1,2-diol